BrC1=NC(=NC2=CC=CC=C12)NC1CCN(CC1)C1=NC=CC=C1 bromo-N-[1-(pyridin-2-yl)piperidin-4-yl]quinazolin-2-amine